C1(CC1)C=1N=C(N(C1)C1=CC(=NC=N1)N1CCC(CC1)C(=O)O)C 1-[6-(4-Cyclopropyl-2-methyl-imidazol-1-yl)pyrimidin-4-yl]piperidine-4-carboxylic acid